NC1(CCN(CC1)C1=C(OC(=C1)SC1=C(C=C(C=C1)Cl)Cl)C=O)C 4-amino-4-methylpiperidin-1-yl-5-(2,4-dichlorophenylthio)furan-2-methanone